C(C)(C)(C)OC(=O)N1C(OC[C@@H]1C1=CC(=C(C=C1)Cl)NN)(C)C (S)-4-(4-chloro-3-hydrazinophenyl)-2,2-dimethyl-oxazolidine-3-carboxylic acid tert-butyl ester